C(C=C)(=O)OC(C)(C)CCC t-hexyl acrylate